C(C)N(C(NC(CNC(OC(C)(C)C)=O)C(F)(F)F)=O)[C@H](C)C1=CC(=CC=C1)C=1N=C(C=2N(C1)C=CN2)OC tert-butyl (2-(3-ethyl-3-((R)-1-(3-(8-methoxyimidazo[1,2-a]pyrazin-6-yl)phenyl)ethyl)ureido)-3,3,3-trifluoropropyl)carbamate